1,1,3,3-butanetetraamine C(CC(C)(N)N)(N)N